FC(C(=O)O)(F)F.C(C)NS(=O)(=O)C[C@@H]1[C@H](NC1)C n-ethyl-((2R,3S)-2-methylazetidin-3-yl)methanesulfonamide trifluoroacetate salt